C1(=CC=CC=C1)C(C=C)=CCC 3-Phenylhexadien